4-chloro-7-methoxy-2-methyl-3-nitro-1,8-naphthyridine ClC1=C(C(=NC2=NC(=CC=C12)OC)C)[N+](=O)[O-]